ClC1=C(C=C(C=C1)[C@@H](NC(=O)N1[C@@H](C(NCC1)=O)C)C1=NC(=C(C=C1)F)C(F)(F)F)F |o1:7| (2R)-N-((R or S)-(4-chloro-3-fluoro-phenyl)(5-fluoro-6-(trifluoromethyl)pyridin-2-yl)methyl)-2-methyl-3-oxopiperazine-1-carboxamide